N-(3-(6-azaspiro[2.5]octan-6-yl)-4-(5-(2-(4,4-difluoropiperidin-1-yl)pyrimidin-4-yl)-1,3,4-oxadiazol-2-yl)phenyl)-2-hydroxyethane-1-sulfonamide C1CC12CCN(CC2)C=2C=C(C=CC2C=2OC(=NN2)C2=NC(=NC=C2)N2CCC(CC2)(F)F)NS(=O)(=O)CCO